C(CCCCCCCCC(=O)OC1CC(NC(C1)(C)C)(C)C)(=O)OC1CC(NC(C1)(C)C)(C)C bis(2,2,6,6-tetramethyl-4-piperidinyl) decanedioate